(R)-7-((3-(4-aminoimidazo[2,1-f][1,2,4]triazin-7-yl)-4-methylphenyl)sulfonyl)hexahydro-3H-oxazolo[3,4-a]pyrazin-3-one NC1=NC=NN2C1=NC=C2C=2C=C(C=CC2C)S(=O)(=O)N2C[C@H]1N(CC2)C(OC1)=O